FC(C1=CC(=C(C=C1)C1=C(C(=NC=C1)N1CC(CC1)(F)F)NC(=O)C=1C=NC(=NC1)C(C)C)F)F N-[4-[4-(difluorometh-yl)-2-fluoro-phenyl]-2-(3,3-difluoropyrrolidin-1-yl)-3-pyridyl]-2-iso-propyl-pyrimidine-5-carboxamide